ClC1=C(C=CC(=C1)N1CC2C(C2C1)(F)F)CN1C=NC(=C1)C(=O)O 1-[(2-Chloro-4-{6,6-difluoro-3-azabicyclo[3.1.0]hexan-3-yl}phenyl)methyl]-1H-imidazole-4-carboxylic acid